2-[4-[8-chloro-7-[(2-methyl-3H-benzimidazol-5-yl)oxy]quinoxalin-2-yl]pyrazol-1-yl]-1-(3-hydroxypyrrolidin-1-yl)ethanone ClC=1C(=CC=C2N=CC(=NC12)C=1C=NN(C1)CC(=O)N1CC(CC1)O)OC1=CC2=C(N=C(N2)C)C=C1